tert-butyl 5-(3-((2-(4-methoxyphenyl)quinolin-4-yl)amino) propyl)hexahydropyrrolo[3,4-c]pyrrole-2(1H)-carboxylate COC1=CC=C(C=C1)C1=NC2=CC=CC=C2C(=C1)NCCCN1CC2C(C1)CN(C2)C(=O)OC(C)(C)C